C1(=CC=CC=C1)CNCC(=O)NCC1=C(C(=CC=C1)Cl)F 2-(Phenylmethylamino)-N-(3-chloro-2-fluorophenylmethyl)acetamide